2-(dimethylamino)ethyl-hydrazine CN(CCNN)C